4-[(3-Phenoxyphenyl)methyl]-1-piperazinecarboxylic acid 2,2,2-trifluoro-1-(trifluoromethyl)ethyl ester FC(C(C(F)(F)F)OC(=O)N1CCN(CC1)CC1=CC(=CC=C1)OC1=CC=CC=C1)(F)F